COC=1C=CC2=C3C=CC4C=C5OCOC5=CC4C3=[N+]3CCCC3=C2C1O 17-Methoxy-5,7-dioxa-24-azoniahexacyclo[11.11.0.02,10.04,8.014,19.020,24]tetracosa-1(24),3,8,11,13,15,17,19-octaen-18-ol